3-(2-(1-(Pyridin-2-ylmethyl)-1H-pyrrolo[3,2-c]pyridin-6-yl)pyridin-4-yl)-5-(trifluoromethyl)-1,2,4-oxadiazole N1=C(C=CC=C1)CN1C=CC=2C=NC(=CC21)C2=NC=CC(=C2)C2=NOC(=N2)C(F)(F)F